Methyl (2RS)-2-(6-bromoindazol-2-yl)-2-(5-fluoro-2-methoxy-phenyl)acetate BrC=1C=CC2=CN(N=C2C1)[C@@H](C(=O)OC)C1=C(C=CC(=C1)F)OC |r|